C(C)N1C(C2=CC=C(C=C2C=N1)C1=C(C=C(C=C1C)C)C)=O 2-ethyl-6-mesitylphthalazin-1(2H)-one